C(C1=CC=CC=C1)ONC(\C=C\C1=CC=C(C=C1)CN1C(N(C(C2=CC=C(C=C12)F)=O)CCC1=CC=CC=C1)=O)=O (E)-N-(benzyloxy)-3-(4-((7-fluoro-2,4-dioxo-3-phenethyl-3,4-dihydroquinazolin-1(2H)-yl)methyl)phenyl)acrylamide